Isopropyl (R)-2-amino-4,4-dimethyl-2-(4-(4,4,5,5-tetramethyl-1,3,2-dioxaborolan-2-yl)phenyl)pentanoate N[C@](C(=O)OC(C)C)(CC(C)(C)C)C1=CC=C(C=C1)B1OC(C(O1)(C)C)(C)C